FC=1C=C(C=C(C1)F)C1=CN(C2=NC=CC(=C21)OC2=C(C=C(C=C2F)NC(=O)NCC2(COC2)F)F)COCC[Si](C)(C)C N-(4-{[3-(3,5-difluorophenyl)-1-{[2-(trimethylsilyl)ethoxy]methyl}-1H-pyrrolo[2,3-b]pyridin-4-yl]oxy}-3,5-difluorophenyl)-N'-[(3-fluorooxetan-3-yl)methyl]urea